1-methylimidazo[1,5-a]pyridine-3-carboxylic acid CC=1N=C(N2C1C=CC=C2)C(=O)O